Cl.Cl.FC1(CCN(CC1)CCOC1CNCC1)F 4,4-difluoro-1-(2-pyrrolidin-3-yloxyethyl)piperidine dihydrochloride